C(CCC)C1=CC=C(C=C1)[Li] 4-Butylphenyl-Lithium